(R)-((2-(1H-indol-4-yl)-6-(3-methylmorpholino)-pyrimidin-4-yl)imino)-dimethyl-λ6-sulfanone N1C=CC2=C(C=CC=C12)C1=NC(=CC(=N1)N=S(=O)(C)C)N1[C@@H](COCC1)C